COC=1C=CC=C2C(=CC=NC12)C(F)(F)F 8-methoxy-4-(trifluoromethyl)quinoline